N1=C(C=C2N1CCCN(C2)C(=O)OC(C)(C)C)C(=O)OC 5-(tert-butyl) 2-methyl 7,8-dihydro-4H-pyrazolo[1,5-a][1,4]diazepine-2,5(6H)-dicarboxylate